COC1=CC=C(C=C1)S(=O)(=O)C=1C=NC2=CC=C(C=C2C1N1N=NC=C1)C(=O)OCC ethyl 3-((4-methoxyphenyl)sulfonyl)-4-(1H-1,2,3-triazol-1-yl)quinoline-6-carboxylate